3-Methyl-8-(3-(1-(tetrahydro-2H-pyran-4-yl)-1H-pyrazol-4-yl)-1H-pyrazolo[4,3-d]pyrimidin-5-yl)-3,8-diazabicyclo[3.2.1]octan-2-one CN1C(C2CCC(C1)N2C=2N=CC1=C(N2)C(=NN1)C=1C=NN(C1)C1CCOCC1)=O